bromo-3,3-difluoro-5'-methyl-5',6'-dihydro-4'H-spiro[cyclobutane-1,7'-thieno[3,2-c]pyridin]-4'-one BrC1=CC=2C(N(CC3(C2S1)CC(C3)(F)F)C)=O